3-methyl-N-(3-((1s,3s)-3-methyl-1-(4-methyl-4H-1,2,4-triazol-3-yl)cyclobutyl)phenyl)-1-((2-(trimethylsilyl)ethoxy)methyl)-7-vinyl-1H-pyrrolo[3,2-b]pyridine-5-carboxamide CC1=CN(C=2C1=NC(=CC2C=C)C(=O)NC2=CC(=CC=C2)C2(CC(C2)C)C2=NN=CN2C)COCC[Si](C)(C)C